N,N-dimethyloltert-butylamine C(O)N(CO)C(C)(C)C